di-tert-butylhydroxyphosphine C(C)(C)(C)P(O)C(C)(C)C